9-methyl-2,3-dihydro-acridin-4(1H)-one CC=1C2=CC=CC=C2N=C2C(CCCC12)=O